ethylphosphonium C(C)[PH3+]